phenyl-2-piperidineacetic acid methyl ester COC(CC1N(CCCC1)C1=CC=CC=C1)=O